Rac-tert-butyl 4-(2-bromo-9-((2-methyl-4-(trifluoromethyl)phenyl)carbamoyl)-5-oxo-5,7,8,9-tetrahydropyrrolo[1,2-c][1,2,4]triazolo[1,5-a]pyrimidin-6-yl)piperazine-1-carboxylate BrC1=NN2C(N3C(=C(C2=O)N2CCN(CC2)C(=O)OC(C)(C)C)CC[C@@H]3C(NC3=C(C=C(C=C3)C(F)(F)F)C)=O)=N1 |r|